4-amino-7-[(2R,3R,4S,5R)-3,4-dihydroxy-5-[(sulfamoylamino)methyl]tetrahydrofuran-2-yl]-5-[2-(2-fluoro-6-propoxy-phenyl)ethynyl]pyrrolo[2,3-d]pyrimidine NC=1C2=C(N=CN1)N(C=C2C#CC2=C(C=CC=C2OCCC)F)[C@@H]2O[C@@H]([C@H]([C@H]2O)O)CNS(N)(=O)=O